C(C)(C)(C)OC(=O)N1CC(C[C@@H]1COC)C(=O)O (5R)-1-(tert-butoxycarbonyl)-5-(methoxymethyl)pyrrolidine-3-carboxylic acid